isopropyl 3-(3-(acrylamidomethyl)phenyl)-2-(4-(4-methylpiperazin-1-yl)phenyl)-1H-pyrrolo[2,3-b]pyridine-5-carboxylate C(C=C)(=O)NCC=1C=C(C=CC1)C1=C(NC2=NC=C(C=C21)C(=O)OC(C)C)C2=CC=C(C=C2)N2CCN(CC2)C